strontium-calcium oxygen (3R)-4-[4-Chloro-2-(5-fluoro-2-pyridyl)-1H-imidazol-5-yl]-3-methyl-N-(2-oxopyrrolidin-3-yl)-3,6-dihydro-2H-pyridine-1-sulfonamide ClC=1N=C(NC1C=1[C@H](CN(CC1)S(=O)(=O)NC1C(NCC1)=O)C)C1=NC=C(C=C1)F.[O].[Ca].[Sr]